[Ca].[Pb] lead calcium salt